(4-((((1r,4r)-4-hydroxy-4-methylcyclohexyl)methyl)amino)-3-nitrophenyl)sulfonyl-4-(2-(2-(2-isopropylphenyl)-4-(pyridin-2-ylmethyl)piperazin-1-yl)-7-azaspiro[3.5]nonan-7-yl)benzamide OC1(CCC(CC1)CNC1=C(C=C(C=C1)S(=O)(=O)C1=C(C(=O)N)C=CC(=C1)N1CCC2(CC(C2)N2C(CN(CC2)CC2=NC=CC=C2)C2=C(C=CC=C2)C(C)C)CC1)[N+](=O)[O-])C